3,4,7,8-tetrahydroxy-1,10-phenanthroline OC=1C=NC2=C3N=CC(=C(C3=CC=C2C1O)O)O